FC(C(=O)OCC(F)(F)F)(C(F)(F)F)C(F)(F)F trifluoroethyl perfluoroisobutyrate